C1=CC=C(C=C1)C[C@@H](C(=O)O)NC(=O)C=CC2=CC=CC=C2 Cinnamoyl-(trans)-L-phenylalanine